methyl 2-({4-[2-(4-cyano-2-fluorophenyl)-2-methyl-1,3-benzodioxol-4-yl] piperidin-1-yl} methyl)-1-[(2S)-oxetan-2-ylmethyl]-1H-benzimidazole-6-carboxylate C(#N)C1=CC(=C(C=C1)C1(OC2=C(O1)C=CC=C2C2CCN(CC2)CC2=NC1=C(N2C[C@H]2OCC2)C=C(C=C1)C(=O)OC)C)F